FC1(CC=2C=C(C(NC2CC1)=O)C=O)F 6,6-Difluoro-2-oxo-1,2,5,6,7,8-hexahydroquinoline-3-carbaldehyde